2,5-di(2-propoxy)terephthalaldehyde CC(C)OC1=C(C=O)C=C(C(=C1)C=O)OC(C)C